(2S)-N-[4-methyl-3-[2-(methylamino)pyrido[2,3-d]pyrimidin-6-yl]phenyl]-2-(trifluoromethyl)morpholine-4-carboxamide CC1=C(C=C(C=C1)NC(=O)N1C[C@H](OCC1)C(F)(F)F)C1=CC2=C(N=C(N=C2)NC)N=C1